C(C)N(CCCCNC(C(=C)C)=O)CC N-[4-(diethylamino)butyl]methacrylamide